C(C)(=O)N[C@@H](CSCCC(N)=O)C(=O)S(=O)C([C@@H](NC(C)=O)CSCCC(N)=O)=O N-acetyl-S-(2-carbamoylethyl)-L-cysteinyl sulfoxide